N,N-diheptylacrylamide C(CCCCCC)N(C(C=C)=O)CCCCCCC